7-(8-fluoro-2-methylimidazo[1,2-a]pyridin-6-yl)-3-(1-methylpiperidin-4-yl)quinazolin-4(3H)-one FC=1C=2N(C=C(C1)C1=CC=C3C(N(C=NC3=C1)C1CCN(CC1)C)=O)C=C(N2)C